3-methoxy-2-((2-oxo-4-phenyl-2H-chromen-7-yl)amino)propanamide COCC(C(=O)N)NC1=CC=C2C(=CC(OC2=C1)=O)C1=CC=CC=C1